lactosyl-glyceramide (S)-quinuclidin-3-yl((R)-6-(2-chloro-4-isopropoxyphenyl)-7-fluoro-2,2-dimethyl-1,2,3,4-tetrahydronaphthalen-1-yl)carbamate N12C[C@H](C(CC1)CC2)N(C(O)=O)[C@@H]2C(CCC1=CC(=C(C=C21)F)C2=C(C=C(C=C2)OC(C)C)Cl)(C)C.C2([C@H](O)[C@@H](O)[C@H](O[C@H]1[C@H](O)[C@@H](O)[C@@H](O)[C@H](O1)CO)[C@H](O2)CO)C(C(=O)N)(O)CO